2-(2-bromo-3,4-difluorophenoxy)ethane-1-ol BrC1=C(OCCO)C=CC(=C1F)F